3-(5-(((3S,5R)-3-methyl-5-(4-methyl-1-oxo-1,3-dihydroisobenzofuran-5-yl)piperazin-1-yl)methyl)-[2,4'-bipyridin]-2'-yl)oxazolidin-2-one C[C@H]1CN(C[C@H](N1)C=1C(=C2COC(C2=CC1)=O)C)CC=1C=CC(=NC1)C1=CC(=NC=C1)N1C(OCC1)=O